[Si](C)(C)(C(C)(C)C)O[C@H]1[C@@H](O[C@@H]([C@H]1O[Si](C)(C)C(C)(C)C)CO[Si](C)(C)C(C)(C)C)N1C(N=C(C=C1)NO)=O 1-((2R,3R,4R,5R)-3,4-Bis((tert-butyldimethylsilyl)oxy)-5-(((tert-butyldimethylsilyl)oxy)methyl)tetrahydrofuran-2-yl)-4-(hydroxyamino)pyrimidin-2(1H)-one